N-(4-(4-(2-(4,4-difluoropiperidin-1-yl)pyrimidin-4-yl)-1H-1,2,3-triazol-1-yl)-3-(6-azaspiro[2.5]octan-6-yl)phenyl)-2-hydroxyethane-1-sulfonamide FC1(CCN(CC1)C1=NC=CC(=N1)C=1N=NN(C1)C1=C(C=C(C=C1)NS(=O)(=O)CCO)N1CCC2(CC2)CC1)F